trans-{4-methyl-2-[6-methyl-3-(2H-1,2,3-triazol-2-yl)pyridine-2-carbonyl]-2-azabicyclo[3.1.1]hept-3-yl}methanol CC1C(N(C2CC1C2)C(=O)C2=NC(=CC=C2N2N=CC=N2)C)CO